FC1=C(C=C(C(=O)O)C=C1)C=1C=NC(=C(C1)C(N[C@@H]1C2CCC([C@@H]1C(NC1=CC(=C(C=C1)F)C(F)(F)F)=O)C2=C(C)C)=O)OC 4-fluoro-3-(5-{[(2R,3S)-3-{[4-fluoro-3-(trifluoromethyl)phenyl]carbamoyl}-7-(propan-2-ylidene)bicyclo[2.2.1]heptan-2-yl]carbamoyl}-6-methoxypyridin-3-yl)benzoic acid